[Fe+2].[V+5] Vanadium (V) Iron